(N-(1-((tert-butyldimethylsilyl)oxy)propan-2-yl)-4-chloro-6-methylpyridine) 3-sulfonylaminoethyl-3-fluorobenzoate S(=O)(=O)=NCCC1(CC(C(=O)O)=CC=C1)F.[Si](C)(C)(C(C)(C)C)OCC(C)N1CC=C(C=C1C)Cl